formyl-heptadecanoic acid C(=O)C(C(=O)O)CCCCCCCCCCCCCCC